2-fluoro-1-(3-{3-[4-(trifluoromethyl)phenyl]-7-(2,6-diazaspiro[3.4]oct-2-yl)pyrazolo[4,3-b]pyridin-1-yl}azetidin-1-yl)prop-2-en-1-one FC(C(=O)N1CC(C1)N1N=C(C2=NC=CC(=C21)N2CC1(C2)CNCC1)C1=CC=C(C=C1)C(F)(F)F)=C